C[C@H](CC)O |r| (R) and (S)-2-butanol